4-[[3-(2,3-difluoro-4-methoxyphenyl)imidazo[1,2-a]pyrazin-8-yl]amino]-2-methyl-N-[(3R)-pyrrolidin-3-yl]benzamide FC1=C(C=CC(=C1F)OC)C1=CN=C2N1C=CN=C2NC2=CC(=C(C(=O)N[C@H]1CNCC1)C=C2)C